C(CCC)[C@H]1N(S(C2=C(N(C1)C1=CC=CC=C1)C=C(C(=C2)OCC(C(=O)O)(C)C)SC)(=O)=O)C (R)-3-((3-butyl-2-methyl-7-(methylthio)-1,1-dioxido-5-phenyl-2,3,4,5-tetrahydro-1,2,5-benzothiadiazepin-8-yl)oxy)-2,2-dimethyl-propanoic acid